4-chloro-3-(2-chloroethoxy)-8-(1H-indazol-5-yl)-5,6,7,8-tetrahydronaphthalene-2-carbonitrile ClC1=C(C(=CC=2C(CCCC12)C=1C=C2C=NNC2=CC1)C#N)OCCCl